(1S,3S)-3-((2-amino-7-(1H-pyrazol-5-yl)-1,5-naphthyridin-4-yl)amino)cyclopentan-1-ol NC1=NC2=CC(=CN=C2C(=C1)N[C@@H]1C[C@H](CC1)O)C1=CC=NN1